C=C[C@@H]1[C@@H]2C[C@@H](OC(=O)C2=CO[C@H]1O[C@H]3[C@@H]([C@H]([C@@H]([C@H](O3)CO)O)O)O)/C(=C(\\C(=O)O)/O)/C4=CC=CC=C4 The molecule is a 2-oxo monocarboxylic acid. It has a role as a metabolite. It derives from a pyruvic acid.